6-{7-Fluoroimidazo[1,2-a]pyridin-3-yl}-N-{[4-(trifluoromethoxy)phenyl]methyl}pyrimidin-4-amine FC1=CC=2N(C=C1)C(=CN2)C2=CC(=NC=N2)NCC2=CC=C(C=C2)OC(F)(F)F